4-(9-(5-(difluoromethyl)-1,3,4-thiadiazol-2-yl)-7-(N-(3-(fluoromethyl)oxetan-3-yl)sulfamoyl)-9H-benzo[d]imidazo[1,2-a]imidazol-5-yl)-N,N-dimethylpiperazine-1-carboxamide FC(C1=NN=C(S1)N1C=2N(C3=C1C=C(C=C3N3CCN(CC3)C(=O)N(C)C)S(NC3(COC3)CF)(=O)=O)C=CN2)F